BrC=1C=NC=2C(NC=CC2C1)=O 3-bromo-7H-1,7-naphthyridin-8-one